F[B-](F)(F)F.CC=1[OH+]C=CC1 2-methylfuranium tetrafluoroborate